3-difluoromethyl-1-methyl-1H-pyrazole-4-carboxylic acid (9-isopropyl-1,2,3,4-tetrahydro-1,4-methano-naphthalen-5-yl)-amide C(C)(C)C1C2CCC1C1=C(C=CC=C21)NC(=O)C=2C(=NN(C2)C)C(F)F